Tert-butyl-{[(1r,4r)-4-vinylcyclohexyl]oxy}dimethylsilane zirconium methoxide C[O-].[Zr+4].C(C)(C)(C)[Si](C)(C)OC1CCC(CC1)C=C.C[O-].C[O-].C[O-]